4-(4-(4-(2-(2-aminopyridin-3-yl)-5-cyclopropyl-3H-imidazo[4,5-b]pyridin-3-yl)benzyl)piperazin-1-yl)pyrimidine-2-carbonitrile NC1=NC=CC=C1C1=NC=2C(=NC(=CC2)C2CC2)N1C1=CC=C(CN2CCN(CC2)C2=NC(=NC=C2)C#N)C=C1